C(C)(C)(C)OC(N(CCOC)CC=1C=C(C=C(C1)O)C1=CC(=CC(=C1)Cl)Cl)=O ((3',5'-dichloro-5-hydroxy-[1,1'-biphenyl]-3-yl)methyl)(2-methoxy-ethyl)carbamic acid tert-butyl ester